dichloro(2-isopropoxybenzylidene)ruthenium Cl[Ru](=CC1=C(C=CC=C1)OC(C)C)Cl